IC1=C(C=C(C=C1)C)S(=O)(=O)[O-].[K+] potassium 2-iodo-5-methylbenzenesulfonate